C1CC(=O)[C@H]([C@H]1CC(=O)O)C/C=C\\CCO The molecule is an oxo monocarboxylic acid that is (+)-7-isojasmonic acid in which one of the hydrogens of the side-chain methyl group is replaced by a hydroxy group. It has a role as a member of jasmonates and a plant metabolite. It is a member of cyclopentanones, a primary alcohol, an oxo monocarboxylic acid and a homoallylic alcohol. It derives from a (+)-7-isojasmonic acid. It is a conjugate acid of a tuberonate.